4,6,8,10,12,12-hexamethyl-1-oxa-4-azacyclotridecane-11,13-dione CN1CCOC(C(C(C(CC(CC(C1)C)C)C)=O)(C)C)=O